N(=C=S)C1=CC=C(C=C1)S(=O)(=O)N 4-isothiocyanatobenzenesulfonamide